2-trifluoromethyl-phenyl-benzamide FC(C1=C(C=CC=C1)C1=C(C(=O)N)C=CC=C1)(F)F